ClC=1C=CC=C2C=CC(=NC12)N 8-Chloroquinolin-2-amine